3-methyl-2-[methyl(2,2,2-trifluoroethylcarbamoyl)amino]butanamide CC(C(C(=O)N)N(C(NCC(F)(F)F)=O)C)C